ClC1=CC=C(C=N1)[C@H](C)[Li] (1S)-1-(6-chloropyridin-3-yl)ethyllithium